(3-(bis(4-methoxybenzyl)amino)-4-fluorophenyl)carbamic acid tert-butyl ester C(C)(C)(C)OC(NC1=CC(=C(C=C1)F)N(CC1=CC=C(C=C1)OC)CC1=CC=C(C=C1)OC)=O